C1(CC1)C1=NN(C=C1C1=CC2=C(C=N1)C=NN2C)[C@@H]2C[C@H](C2)CNC=2C=C1CN(C(C1=CC2)=O)C2C(NC(CC2)=O)=O 3-(5-(((trans-3-(3-cyclopropyl-4-(1-methyl-1H-pyrazolo[4,3-c]pyridin-6-yl)-1H-pyrazol-1-yl)cyclobutyl)methyl)amino)-1-oxoisoindolin-2-yl)piperidine-2,6-dione